1-(7-hydroxy-spiro[1,3-benzodioxol-2,4'-tetrahydrothiopyran]-4-yl)ethanone OC1=CC=C(C2=C1OC1(CCSCC1)O2)C(C)=O